NC=1SC=2CN(CC(C2N1)(F)F)C(C(F)(F)C=1C=C(C(=O)NC2=CC(=C(C=C2)F)C)C=CC1F)=O 3-(2-(2-amino-7,7-difluoro-6,7-dihydrothiazolo[5,4-c]pyridin-5(4H)-yl)-1,1-difluoro-2-oxoethyl)-4-fluoro-N-(4-fluoro-3-methylphenyl)benzamide